2-(2-tert-butylphenoxy)-3-nitro-pyridine C(C)(C)(C)C1=C(OC2=NC=CC=C2[N+](=O)[O-])C=CC=C1